FC1=C(CN2N=C(N=C2)C(=O)OC)C=CC(=C1)F methyl 1-(2,4-difluorobenzyl)-1H-1,2,4-triazole-3-carboxylate